(2,2'-dimethyl-[1,1'-biphenyl]-3,3'-diyl)bis(5-(((2-hydroxyethyl)amino)methyl)thiazole-2-carboxamide) CC1=C(C=CC=C1C=1N=C(SC1CNCCO)C(=O)N)C1=C(C(=CC=C1)C=1N=C(SC1CNCCO)C(=O)N)C